1-[(2R,4S)-4-[4-amino-3-[2-(6,7-difluoro-1,2-dimethyl-1,3-benzodiazol-5-yl)ethynyl]Pyrazolo[3,4-d]Pyrimidin-1-yl]-2-(methoxymethyl)pyrrolidin-1-yl]Prop-2-en-1-one NC1=C2C(=NC=N1)N(N=C2C#CC2=CC1=C(N(C(=N1)C)C)C(=C2F)F)[C@H]2C[C@@H](N(C2)C(C=C)=O)COC